N-cyclobutoxyhexanamide C1(CCC1)ONC(CCCCC)=O